(E)-4-(4-(4-(2-carbamoyl-3-(pyridin-3-yl)guanidino)butyl)piperidine-1-carbonyl)phenylacetate C(N)(=O)/N=C(\NCCCCC1CCN(CC1)C(=O)C1=CC=C(C=C1)CC(=O)[O-])/NC=1C=NC=CC1